BrC1=C(C=CC=C1)C1=CC(=CC=C1)Cl 2-bromo-3'-chloro-1,1'-biphenyl